O1N=COC=CC1 7H-1,4,2-dioxazepin